2-(2-methoxyethyl)-5,6-diphenyl-3(2H)-pyridazinthione COCCN1N=C(C(=CC1=S)C1=CC=CC=C1)C1=CC=CC=C1